N-[1-(5-acetyl-5,6,7,8-tetrahydro-1,5-naphthyridin-2-yl)cyclopropyl]-4-fluorobenzamide C(C)(=O)N1C=2C=CC(=NC2CCC1)C1(CC1)NC(C1=CC=C(C=C1)F)=O